ClC1=C(C(=O)NC2CCC(CC2)NC2=CC(=NC3=CC=C(C=C23)Cl)C(F)(F)F)C=CC(=C1)N1CCN(CC1)C 2-chloro-4-(4-methylpiperazin-1-yl)-N-[(1s,4s)-4-{[6-chloro-2-(trifluoromethyl)quinolin-4-yl]amino}cyclohexyl]benzamide